C1=CC=CC=2C3=CC=CC=C3N(C12)C1=CC=C(C=C1)C1=CC=C(C=C1)N1C2=CC=CC=C2C=2C=CC=CC12 4,4'-di(9H-carbazole-9-yl)biphenyl